NC1=NC=C(N=C1C1=NC=CC(=C1)C)Br 2-Amino-3-(4-methylpyridinyl)-5-bromopyrazine